NC1=C(N=C2N1C=CC=C2C=2C=NC=C(C2)C)C(=O)NCCC 3-Amino-8-(5-methylpyridin-3-yl)-N-propylimidazo[1,2-a]pyridine-2-carboxamide